CC(C)(C)OC(=O)N1CCC[C@H](C1)N (R)-(-)-3-Amino-1-Boc-piperidine